P(=O)(OC(C(CBr)(C)C)(Br)Br)(OC(C(CBr)(C)C)(Br)Br)OC1=C(C=CC=C1)C bis(tribromoneopentyl) tolyl phosphate